(6-(1H-imidazol-1-yl)-2-isopropoxypyridin-3-yl)-5-methyl-3-phenylisoxazole-4-carboxamide N1(C=NC=C1)C1=CC=C(C(=N1)OC(C)C)NC(=O)C=1C(=NOC1C)C1=CC=CC=C1